1-benzyloxy-3,5-hexadiene C(C1=CC=CC=C1)OCCC=CC=C